6-(difluoromethyl)-2H-1,2,4-triazine FC(C1=CN=CNN1)F